4-(aminomethyl)-6-(5-(imidazo[1,5-a]pyridin-8-yl)-1-methyl-1H-pyrazol-4-yl)phthalazin-1(2H)-one NCC1=NNC(C2=CC=C(C=C12)C=1C=NN(C1C=1C=2N(C=CC1)C=NC2)C)=O